N2-cyclopentyl-6-pentyl-N3-sec-butyl-pyridine-2,3-diamine C1(CCCC1)NC1=NC(=CC=C1NC(C)CC)CCCCC